ethoxy-1,1-diphenylurea C(C)ONC(N(C1=CC=CC=C1)C1=CC=CC=C1)=O